2-Methyl-5-[4-methyl-5-({5H,6H,7H,8H-pyrido[3,4-c]pyridazin-3-yloxy}methyl)-1H-1,2,3-triazol-1-yl]pyridine-2-carboxylic acid tert-butyl ester C(C)(C)(C)OC(=O)C1(NC=C(C=C1)N1N=NC(=C1COC1=CC2=C(N=N1)CNCC2)C)C